N-((5-chloro-6-(5-methoxypyrazin-2-yl)-1H-indol-2-yl)methyl)tetrahydrofuran-3-carboxamide ClC=1C=C2C=C(NC2=CC1C1=NC=C(N=C1)OC)CNC(=O)C1COCC1